(S)-4-(7-(8-ethynyl-7-fluoro-3-hydroxynaphthalen-1-yl)-8-fluoro-2-(((2R,7aS)-2-fluorotetrahydro-1H-pyrrolizin-7a(5H)-yl)methoxy)pyrido[4,3-d]pyrimidin-4-yl)-1,4-oxazepan-6-ol C(#C)C=1C(=CC=C2C=C(C=C(C12)C1=C(C=2N=C(N=C(C2C=N1)N1CCOC[C@H](C1)O)OC[C@]12CCCN2C[C@@H](C1)F)F)O)F